(S)-(4-amino-7-bromo-8-fluoro-chroman-4-yl)methanol N[C@]1(CCOC2=C(C(=CC=C12)Br)F)CO